3,8-bis(1-(2,3-difluorophenylmethoxy)ethyl)porphyrin FC1=C(C=CC=C1F)COC(C)C=1C=C2NC1C=C1C=C(C(=N1)C=C1C=CC(N1)=CC=1C=CC(N1)=C2)C(C)OCC2=C(C(=CC=C2)F)F